ClC1=C(C=C(C=C1)OC(F)(F)F)N1CCC(CC1)SC=1N=NNC1C(=O)O 4-((1-(2-chloro-5-(trifluoromethoxy)phenyl)piperidin-4-yl)thio)-1H-1,2,3-triazole-5-carboxylic acid